C(C)OC(CC1=CC=C(C=C1)C(F)(F)F)=O 2-(4-(trifluoromethyl)phenyl)acetic acid ethyl ester